6-(2-(4'-chloro-[1,1'-biphenyl]-3-yl)-2-hydroxyacetyl)-2-(1-phenylcyclopropyl)-5,6,7,8-tetrahydropyrido[4,3-d]pyrimidin-4(3H)-one ClC1=CC=C(C=C1)C1=CC(=CC=C1)C(C(=O)N1CC2=C(N=C(NC2=O)C2(CC2)C2=CC=CC=C2)CC1)O